BrC=1C=C(C=CC1)NC(CN1C(=NC2=C1C=CC=C2)C2=CC=C(C(=O)NC1=CC(=CC=C1)OC)C=C2)=O 4-{1-{2-[(3-bromophenyl)amino]-2-oxoethyl}-1H-benzimidazol-2-yl}-N-(3-methoxyphenyl)benzamide